N1=CC(=CC=C1)C=1NC2=C(N1)C=CC=C2 2-(3-pyridyl)-benzimidazole